FC=1C=C(C=CC1)NC1=NC=2C(N=C1OC)=NON2 N-(3-FLUOROPHENYL)-6-METHOXY-[1,2,5]OXADIAZOLO[3,4-B]PYRAZIN-5-AMINE